(3aR,5R,6aS)-5-(2,4-difluorophenoxy)-2-((2S)-2-hydroxy-2-(1-(tetrahydro-2H-pyran-2-yl)-1H-indazol-5-yl)ethyl)hexahydrocyclopenta[c]pyrrol-3a(1H)-ol FC1=C(O[C@H]2C[C@]3([C@H](CN(C3)C[C@H](C=3C=C4C=NN(C4=CC3)C3OCCCC3)O)C2)O)C=CC(=C1)F